monosodium tritaurinate NCCS(=O)(=O)[O-].NCCS(=O)(=O)O.NCCS(=O)(=O)O.[Na+]